FC1=C(C=C(C=C1)C1(CC1)OCC(=O)N1CC2CCC(C1)N2C2=NC=C(C#N)C=C2)OC 6-(3-(2-(1-(4-fluoro-3-methoxyphenyl)cyclopropoxy)acetyl)-3,8-diazabicyclo[3.2.1]octan-8-yl)nicotinonitrile